[Si](C)(C)(C(C)(C)C)OC[C@@H]1N2C(OC1)=C(C=N2)[S@](=O)(NC(C2=CC=CC=C2)(C2=CC=CC=C2)C2=CC=CC=C2)=NC(NC2=C1CCCC1=CC=1CCCC21)=O (R,3R)-3-(((tert-butyldimethylsilyl)oxy)methyl)-N'-((1,2,3,5,6,7-hexahydro-s-indacen-4-yl)carbamoyl)-N-trityl-2,3-dihydropyrazolo[5,1-b]oxazole-7-sulfonimidamide